2-(4-(2-([1,2,4]triazolo[1,5-b]pyridazin-6-yl)-3-isopropyl-1H-indol-5-yl)piperidin-1-yl)-N-methylacetamide N=1C=NN2N=C(C=CC21)C=2NC1=CC=C(C=C1C2C(C)C)C2CCN(CC2)CC(=O)NC